(4,4-difluoro-2,7-diazaoct-2-yl)methanoic acid-2-methylpropan-2-yl ester CC(C)(C)OC(=O)N(C)CC(CCNC)(F)F